C(C(CCCCCO)O)O 1,2,7-Heptantriol